C(CCC)[Si](OCC\C=C\B1OC(C(O1)(C)C)(C)C)(C)C butyldimethyl{[(3e)-4-(4,4,5,5-tetramethyl-1,3,2-dioxaborolan-2-yl)but-3-en-1-yl]oxy}silane